2-(4-bromo-2-nitrophenyl)acetic acid methyl ester COC(CC1=C(C=C(C=C1)Br)[N+](=O)[O-])=O